C(#N)C1=NC=2C(N(C=C(C2C=C1C1=CC=C(C=C1)F)C(C)NC1=C(C(=O)O)C=CC=C1)C)=O 2-((1-(2-cyano-3-(4-fluorophenyl)-7-methyl-8-oxo-7,8-dihydro-1,7-naphthyridin-5-yl)ethyl)amino)benzoic acid